3-(methoxydimethylsilyl)propyldimethyloctadecyl-ammonium chloride [Cl-].CO[Si](CCC[N+](CCCCCCCCCCCCCCCCCC)(C)C)(C)C